1-(2-Trifluoromethyl-pyridin-4-yl)-3(R)-pyrrolidinecarboxylic acid ethyl ester C(C)OC(=O)[C@H]1CN(CC1)C1=CC(=NC=C1)C(F)(F)F